FC=1C=CC(=NC1)C=1CCN(CC1)CC1=CN=C2C=C(C(NC2=C1)=O)C 7-((5-fluoro-3',6'-dihydro-[2,4'-bipyridin]-1'(2'H)-yl)methyl)-3-methyl-1,5-naphthyridin-2(1H)-one